(2R)-3-(4-bromophenyl)-2-hydroxypropionic acid BrC1=CC=C(C=C1)C[C@H](C(=O)O)O